(S)-4-(3-Aminoazepan-1-yl)-2-(4-fluorophenyl)phthalazin-1(2H)-one N[C@@H]1CN(CCCC1)C1=NN(C(C2=CC=CC=C12)=O)C1=CC=C(C=C1)F